3-(trifluoromethyl)cyclobutan-1-ol FC(C1CC(C1)O)(F)F